(±)-N-[3-(4-bromophenyl)oxetan-3-yl]-2-methyl-propane-2-sulfinamide BrC1=CC=C(C=C1)C1(COC1)N[S@](=O)C(C)(C)C |r|